C(C1=CC=CC=C1)N1C(NCC2=CC(=CC=C12)NC(=O)NC(C)(C)C)=O 1-(1-benzyl-2-oxo-1,2,3,4-tetrahydroquinazolin-6-yl)-3-(tert-butyl)urea